OC(N(C(C)C)C)CC1=CNC2=CC=CC=C12 hydroxy-N-methyl-N-isopropyl-tryptamine